1-cyclopentyl-3-((dimethylamino)methylene)piperidine-2,4-dione C1(CCCC1)N1C(C(C(CC1)=O)=CN(C)C)=O